(R)-3-chloro-5-(1-(2,4-dichlorophenyl)ethyl)-7-iodo-5H-pyrrolo[2,3-b]pyrazine-6-carbonitrile ClC1=CN=C2C(=N1)N(C(=C2I)C#N)[C@H](C)C2=C(C=C(C=C2)Cl)Cl